(2S)-2-[1-(Cyanoacetyl)-1,2,3,4-tetrahydrochinolin-6-yl]-N-(4-fluorophenyl)propanamid C(#N)CC(=O)N1CCCC2=CC(=CC=C12)[C@@H](C(=O)NC1=CC=C(C=C1)F)C